COC=1C=C(C=CC1C(=O)N1CCN(CC1)CC1=NC=C(C=C1)C(F)(F)F)NS(=O)(=O)C=1C=CC=C2C=CC=NC12 N-(3-methoxy-4-(4-((5-(trifluoromethyl)pyridin-2-yl)methyl)piperazine-1-carbonyl)phenyl)quinoline-8-sulfonamide